4-((3-(7-(((3S,4R)-3-fluoro-1-methylpiperidin-4-yl)amino)-3-vinyl-2H-indazol-2-yl)prop-2-yn-1-yl)amino)-3-methoxy-N,N-dimethylbenzamide F[C@H]1CN(CC[C@H]1NC1=CC=CC2=C(N(N=C12)C#CCNC1=C(C=C(C(=O)N(C)C)C=C1)OC)C=C)C